4-bromo-6,6-difluoro-7,7-dimethyl-1-(tetrahydro-2H-pyran-2-yl)-6,7-dihydrocyclopenta[f]indazol-5(1H)-one BrC1=C2C=NN(C2=CC2=C1C(C(C2(C)C)(F)F)=O)C2OCCCC2